FC(CN[C@@H]1CC[C@H](CC1)NC(C1=CC=C(C=C1)C1=NC=CC2=C1C=CO2)=O)F N-{trans-4-[(2,2-difluoroethyl)amino]cyclohexyl}-4-(furo[3,2-c]pyridin-4-yl)benzamide